C(#N)C=1C(=NC(=NC1)NC=1C(=CC(=C(C1)NC(C=C)=O)N(C)CCN(C)C)OC)C1=CN(C=2C=C3C(=CC12)OCCO3)C3CC3 N-(5-((5-Cyano-4-(6-cyclopropyl-2,3-dihydro-6H-[1,4]dioxino[2,3-f]indol-8-yl)pyrimidin-2-yl)amino)-2-((2-(dimethylamino)ethyl)(methyl)amino)-4-methoxyphenyl)acrylamide